COC(=O)C=1COCCC1NC(=O)NC1=CC=C(C=C1)C[C@@H](C(=O)OC)NC(=O)OC(C)(C)C (S)-4-(3-(4-(2-((tert-butoxycarbonyl)amino)-3-methoxy-3-oxopropyl)phenyl)ureido)-5,6-dihydro-2H-pyran-3-carboxylic acid methyl ester